dimethyl {(3-cyanophenyl) [(oxetan-2-yl) oxy] methyl} phosphate P(=O)(OC)(OC)OC(OC1OCC1)C1=CC(=CC=C1)C#N